FC(C1CN(CC1)C1=CC(=CC=2N1N=CC2)C(=O)O)(F)F 7-(3-(trifluoromethyl)pyrrolidin-1-yl)pyrazolo[1,5-a]pyridine-5-carboxylic acid